(3S,11aR)-N-[(2,4-difluorophenyl)methyl]-3-[(4-hydroxyphenyl)methyl]-5,7-dioxo-6-[(phenylmethyl)oxy]-2,3,5,7,11,11a-hexahydro[1,3]oxazolo[3,2-a]pyrido[1,2-d]pyrazine-8-carboxamide FC1=C(C=CC(=C1)F)CNC(=O)C=1C(C(=C2N(C[C@@H]3N(C2=O)[C@H](CO3)CC3=CC=C(C=C3)O)C1)OCC1=CC=CC=C1)=O